O[C@H](CC)C1=CC(=C(C=N1)C1=NC=C2C=C(N=CC2=C1)NC(=O)[C@@H]1OCC1)C (2R)-N-(7-{6-[(1R)-1-hydroxypropyl]-4-methylpyridin-3-yl}-2,6-naphthyridin-3-yl)oxetane-2-carboxamide